F[Sb-](F)(F)(F)(F)F.C(CCCCCCCCCCC)C1=C(C=CC=C1)[I+]C1=C(C=CC=C1)CCCCCCCCCCCC Bis-(dodecylphenyl)-iodonium hexafluoro-antimonat